3-(2-methoxy-5-nitropyridin-4-yl)-2-oxopropionic acid ethyl ester C(C)OC(C(CC1=CC(=NC=C1[N+](=O)[O-])OC)=O)=O